CC1=NN2C(N(C([C@H](CC2)NC(=O)C=2N=C3N(N2)CCC3C3=C(C=CC=C3)F)=O)C)=C1 N-[(6S)-2,4-dimethyl-5-oxo-7,8-dihydro-6H-pyrazolo[1,5-a][1,3]diazepin-6-yl]-7-(2-fluorophenyl)-6,7-dihydro-5H-pyrrolo[1,2-b][1,2,4]triazole-2-carboxamide